C(=O)(OC(C)(C)C)N1C(=CC2=CC=C(C=C12)C#N)B(O)O 1-BOC-6-CYANOINDOLE-2-BORONIC ACID